4-(((3aR,5s,6aS)-2-(3,4-dichlorophenyl)octahydrocyclopenta[c]pyrrol-5-yl)thio)-1H-1,2,3-triazole-5-carboxylic acid ClC=1C=C(C=CC1Cl)N1C[C@@H]2[C@H](C1)CC(C2)SC=2N=NNC2C(=O)O